N-(6-Bromo-4-methoxypyrazolo[1,5-a]pyridin-3-yl)cyclopropanecarboxamide BrC=1C=C(C=2N(C1)N=CC2NC(=O)C2CC2)OC